C(C)[S@@](=O)C=1C=C(C=CC1C1=NC=2C(=NC=C(C2)C(F)(F)F)N1C)C1(CC1)C#N 1-[3-[(R)-ethylsulfinyl]-4-[3-methyl-6-(trifluoromethyl)imidazo[4,5-b]pyridin-2-yl]phenyl]cyclopropanecarbonitrile